CC1C(=NOC1CC1=CC=CC=C1)C(C)(C)NC(=O)C=1C=2N(C=CC1)C=CN2 Methyl-5-benzyl-3-(2-(imidazo[1,2-a]pyridine-8-carboxamido)propan-2-yl)-4,5-dihydroisoxazole